CC1=CC=CC(=N1)C1=C(N=CN1)C=1C=C2C=C(C=NC2=CC1)C(=O)OCCN1CCC(CC1)N 2-(4-aminopiperidin-1-yl)ethyl 6-(5-(6-methylpyridin-2-yl)-1H-imidazol-4-yl)quinoline-3-carboxylate